ClC(C1=CC=C(C=C1)C1=NNC(=C1O)C)(Cl)Cl 3-(4-(trichloromethyl)phenyl)-5-methyl-pyrazol-4-ol